2,6-DINITRO-N,N-DIPROPYL-4-ISOPROPYLANILINE [N+](=O)([O-])C1=C(N(CCC)CCC)C(=CC(=C1)C(C)C)[N+](=O)[O-]